[Xe]F Xenon fluoride